ClC=1C2=C(N=CN1)N(C=C2)[C@@H]2C[C@@]([C@H]1OC(O[C@H]12)(C)C)(C=C)CF 4-chloro-7-((3as,4r,6s,6ar)-6-(fluoromethyl)-2,2-dimethyl-6-vinyltetrahydro-3aH-cyclopenta[d][1,3]dioxol-4-yl)-7H-pyrrolo[2,3-d]pyrimidine